C(C1=CC=CC=C1)O[C@H]1C(O[C@]([C@H]1OCC1=CC=CC=C1)(C=C)COCC1=CC=CC=C1)O (3R,4S,5R)-3,4-bis(benzyloxy)-5-((benzyloxy)methyl)-5-vinyltetrahydrofuran-2-ol